(R)-4,6-dichloro-2-((1-phenylethyl)amino)nicotinic acid ClC1=CC(=NC(=C1C(=O)O)N[C@H](C)C1=CC=CC=C1)Cl